NCC(C(O)C1=CC=C(C=C1)F)F 3-amino-1-(4-fluorophenyl)-2-fluoropropan-1-ol